The molecule is a amino trisaccharide consisting of N-acetyl-D-glucosamine having an N-acetyl-alpha-D-galactosaminyl-(1->3)-beta-D-galactosyl group attached at the 4-position. It is an amino trisaccharide, a galactosamine oligosaccharide and a glucosamine oligosaccharide. CC(=O)N[C@@H]1[C@H]([C@H]([C@H](O[C@@H]1O[C@H]2[C@H]([C@H](O[C@H]([C@@H]2O)O[C@@H]3[C@H](OC([C@@H]([C@H]3O)NC(=O)C)O)CO)CO)O)CO)O)O